3-(4-cyano-3,5-difluorophenyl)-N-(3-(pyridin-4-yl)-1H-pyrazol-5-yl)propenamide C(#N)C1=C(C=C(C=C1F)C=CC(=O)NC1=CC(=NN1)C1=CC=NC=C1)F